FC(C1=CC=CC(=N1)C(C)N1C[C@@H](N(C[C@@H]1C)C1=CC(N(C=2C=CC(=NC12)C#N)C)=O)C)F |&1:15| 8-((2S,SR)-4-(1-(6-(difluoromethyl)pyridin-2-yl)ethyl)-2,5-dimethylpiperazin-1-yl)-5-methyl-6-oxo-5,6-dihydro-1,5-naphthyridine-2-carbonitrile